1-([1,1'-biphenyl]-3-yl)-3-(quinoxalin-6-yl)prop-2-en-1-one C1(=CC(=CC=C1)C(C=CC=1C=C2N=CC=NC2=CC1)=O)C1=CC=CC=C1